OC(CC(CC)N)(O)O trihydroxyethyl-aminopropane